C(CCCCCCCCCCCCCCC)(=O)OC 1-methyl hexadecanoate